FC(S(=O)(=O)OC=1CC(CCC1)C(=O)OCC)(F)F ethyl 3-(trifluoromethylsulfonyloxy)cyclohex-3-ene-1-carboxylate